F[C@H]1[C@@H](CN(CC1)C1=NC2=C(N1CC1=NC(=NO1)C(F)(F)F)C=C(C=C2)F)N (3R,4R)-4-fluoro-1-(6-fluoro-1-((3-(trifluoromethyl)-1,2,4-oxadiazol-5-yl)methyl)-1H-benzo[d]imidazol-2-yl)piperidin-3-amine